1-(3-(4-fluorophenyl)-2-(methoxymethyl)-7-methylquinolin-5-yl)ethan-1-one FC1=CC=C(C=C1)C=1C(=NC2=CC(=CC(=C2C1)C(C)=O)C)COC